N1(CCCCC1)[Si]1(O[SiH](O[SiH](O[SiH](O1)C)C)C)C 2-piperidino-2,4,6,8-tetramethylcyclotetrasiloxane